CC(C(=O)OCC(COC1=CC=C(C=C1)C(C)(C)C1=CC=C(C=C1)OCC(COC(C(=C)C)=O)O)O)=C propane-2,2-diylbis[4,1-phenyleneoxy(2-hydroxypropane-3,1-diyl)] bis(2-methylprop-2-enoate)